(3-fluorophenyl)-2-(2-iodo-5-nitrophenoxy)ethenone FC=1C=C(C=CC1)C(=C=O)OC1=C(C=CC(=C1)[N+](=O)[O-])I